FC1=C(C=CC=C1)C(=O)N1C2CN(C(C1)CC2)CC2=C(N=C1N2C=CC=C1)C1=CC=C(C=C1)C(C)C (+)-(2-Fluorophenyl)(5-{[2-(4-isopropylphenyl)-imidazo[1,2-a]pyridin-3-yl]methyl}-2,5-diazabicyclo[2.2.2]oct-2-yl)methanon